tert-butyl (R)-(1-(3-(1,1-difluoro-2-hydroxyethyl)-2-fluorophenyl)ethyl)carbamate FC(CO)(F)C=1C(=C(C=CC1)[C@@H](C)NC(OC(C)(C)C)=O)F